5-amino-3-[3-fluoro-4-[[(2-methoxybenzoyl)amino]methyl]phenyl]-1-(2,2,2-trifluoroethyl)pyrazole-4-carboxamide NC1=C(C(=NN1CC(F)(F)F)C1=CC(=C(C=C1)CNC(C1=C(C=CC=C1)OC)=O)F)C(=O)N